[Si](C)(C)(C(C)(C)C)OC(C)C1=C(C=CC(=C1)F)N1N=C(C=C1C(=O)C1=NN(C(=C1)C#N)COCC[Si](C)(C)C)C 3-(1-(2-(1-((tert-butyldimethylsilyl)oxy)ethyl)-4-fluorophenyl)-3-methyl-1H-pyrazole-5-carbonyl)-1-((2-(trimethylsilyl)ethoxy)methyl)-1H-pyrazole-5-carbonitrile